CC=1C(=C(C=C(C1)C(F)(F)F)O)C=1N=NC(=CC1)N[C@H]1[C@H](NCCC1)C 3-methyl-2-(6-(((2r,3r)-2-methylpiperidin-3-yl)amino)pyridazin-3-yl)-5-(trifluoromethyl)phenol